6'-(2-cyanopyridin-3-yl)-2'-(3-fluoro-4-(trifluoromethyl)benzyl)-1'-oxo-1',4'-dihydro-2'H-spiro[cyclopentane-1,3'-isoquinoline]-4'-carboxylic acid C(#N)C1=NC=CC=C1C=1C=C2C(C3(N(C(C2=CC1)=O)CC1=CC(=C(C=C1)C(F)(F)F)F)CCCC3)C(=O)O